C(C=CC=CC=CC=CC=CC=CCCCCCCCCC)(=O)OC[C@@H](OC(C=CC=CC=CC=CC=CC=CCCCCCCCCC)=O)CO 1,2-bis(docosahexenoyl)-sn-glycerol